ClC=1C=C(NC2(CCC3(C(CC4=CC=C(C=C34)OCCOC)C[C@H](COC3=C4C(=NC=C3)C=CS4)C)CC2)C(=O)O)C=CC1 4-(3-Chloroanilino)-6'-(2-methoxyethoxy)-2'-{(2R)-2-methyl-3-[(thieno[3,2-b]pyridin-7-yl)oxy]propyl}-2',3'-dihydrospiro[cyclohexane-1,1'-indene]-4-carboxylic acid